C\C(=C/CO)\C=C\C=C(\C=C\C1=C(CCCC1(C)C)C)/C (2E,4E,6E,8E)-3,7-dimethyl-9-(2,6,6-trimethylcyclohexen-1-yl)nona-2,4,6,8-tetraen-1-ol